C(C)(C)OC(=O)C=1C(=C(N2C=C(C=C2C1)C=1SC=CN1)C(C)N1CCOCC1)C 6-methyl-5-(1-morpholinylethyl)-2-(thiazol-2-yl)indolizine-7-carboxylic acid isopropyl ester